3-bromo-1H-indazol-5-amine BrC1=NNC2=CC=C(C=C12)N